OCCCC1(O)[C@H](N)[C@@H](O)[C@H](O)[C@H](O1)CO Hydroxypropyl-glucosamine